3-(3,5-dimethylphenyl)-1,4,2-dioxazole CC=1C=C(C=C(C1)C)C1=NOCO1